The molecule is a retinol in which the double bond at position 9 has cis configuration, whilst the remaining acyclic double bonds have trans configuration. CC1=C(C(CCC1)(C)C)/C=C/C(=C\\C=C\\C(=C\\CO)\\C)/C